(1-methyl-1H-pyrazolo[3,4-b]pyridin-5-yl)-1-(1-carbonyl-1,2-dihydroisoquinolin-5-yl)-5-(trifluoromethyl)-1H-pyrazole-4-carboxamide CN1N=CC=2C1=NC=C(C2)C2=NN(C(=C2C(=O)N)C(F)(F)F)C2=C1C=CNC(C1=CC=C2)=C=O